(Z)-3-(2-(4-Bromophenyl)-3-(1-fluoro-3-phenylprop-1-en-1-yl)-1H-indol-1-yl)-2,2-dimethylpropanamide BrC1=CC=C(C=C1)C=1N(C2=CC=CC=C2C1/C(=C/CC1=CC=CC=C1)/F)CC(C(=O)N)(C)C